2-((1-((2-(ethoxymethoxy)naphthalen-1-yl)methyl)naphthalen-2-yl)oxy)ethan-1-amine C(C)OCOC1=C(C2=CC=CC=C2C=C1)CC1=C(C=CC2=CC=CC=C12)OCCN